2-[2-hydroxy-5-(1,1,3,3-tetramethylbutyl)phenyl]benzotriazole OC1=C(C=C(C=C1)C(CC(C)(C)C)(C)C)N1N=C2C(=N1)C=CC=C2